1-methyl-3-(1-methyl-2-oxo-5-(trifluoromethyl)-1,2-dihydropyridin-3-yl)-1-(1-(7-(methylamino)pyrazolo[1,5-a]pyrimidin-3-yl)piperidin-4-yl)urea CN(C(=O)NC=1C(N(C=C(C1)C(F)(F)F)C)=O)C1CCN(CC1)C=1C=NN2C1N=CC=C2NC